BrC1=C(C(=CC=C1)F)NC(OC)=O methyl (2-bromo-6-fluorophenyl)carbamate